ClC1=C(N=C2N=C(N(C2=C1)COCC[Si](C)(C)C)OC1CCC1)C=1C=CC(=NC1)N1CCN(CC1)C(=O)OCC[Si](C)(C)C 2-(trimethylsilyl)ethyl 4-[5-(6-chloro-2-cyclobutoxy-1-{[2-(trimethylsilyl)ethoxy]methyl}-1H-1,3,4-triazainden-5-yl)-2-pyridyl]-1-piperazinecarboxylate